2-(8-bromonaphthalen-1-yl)acetaldehyde BrC=1C=CC=C2C=CC=C(C12)CC=O